5-(tert-butyl) 1-(((di-tert-butoxyphosphoryl)oxy)methyl) ((benzyloxy)carbonyl)-L-glutamate C(C1=CC=CC=C1)OC(=O)N[C@@H](CCC(=O)OC(C)(C)C)C(=O)OCOP(=O)(OC(C)(C)C)OC(C)(C)C